C(C)[C@H](C(=O)O)C(C=1C=C(C=CC1)C1=CC=C(C=C1)C(F)(F)F)N.BrCCCCCC(=O)N[C@@H](CCCCN)C(=O)O 6-bromo-Hexoyl-lysine ethyl-(S)-3-amino-3-(4'-(trifluoromethyl)biphenyl-3-yl)propanoate